(R)-3-(1-acetyl-4-ethoxypiperidin-4-yl)-5-((1-(3-(difluoromethyl)-2-fluorophenyl)ethyl)amino)-1,7-dimethyl-8-(2-(pyrrolidin-1-yl)ethoxy)-1,6-naphthyridin-2(1H)-one C(C)(=O)N1CCC(CC1)(OCC)C=1C(N(C2=C(C(=NC(=C2C1)N[C@H](C)C1=C(C(=CC=C1)C(F)F)F)C)OCCN1CCCC1)C)=O